(2S,6R)-4-(7-chloro-8-iodo-2-oxo-6-(trifluoromethyl)-1,2-dihydroquinazolin-4-yl)-2,6-dimethylpiperazine-1-carboxylic acid tert-butyl ester C(C)(C)(C)OC(=O)N1[C@H](CN(C[C@H]1C)C1=NC(NC2=C(C(=C(C=C12)C(F)(F)F)Cl)I)=O)C